N[C@H](C(=O)O)CCC1=CC(=C(C=C1)OC(F)(F)F)Cl (2S)-2-amino-4-[3-chloro-4-(trifluoromethoxy)phenyl]butanoic acid